6-sulfo-1-(4-sulfobutyl)-2,3,3-trimethylbenz(e)indolium S(=O)(=O)(O)C1=CC=CC=2C=3C(=C([N+](C3C=CC21)(C)C)C)CCCCS(=O)(=O)O